COC=1C(=C2C=CNC2=C(C1)C([2H])([2H])[2H])CN1C(CC2(CCCCO2)CC1)C1=CC=C(C(=O)O)C=C1 4-(9-((5-methoxy-7-(methyl-d3)-1H-indol-4-yl)methyl)-1-oxa-9-azaspiro[5.5]undecan-8-yl)benzoic acid